C(C)(C)(C)OC(=O)N1C[C@H](OCC1)CN1CCC(CC1)N (2R)-2-[(4-amino-1-piperidinyl)methyl]Morpholine-4-carboxylic acid tert-butyl ester